C(\C=C\CCC)OC(CCC(=O)O)OC\C=C\CCC 4,4-bis(((E)-hex-2-en-1-yl)oxy)butanoic acid